N-(4-(aminomethyl)-2-(1H-pyrazole-3-yl)phenyl)thiophene-3-sulfonamide NCC1=CC(=C(C=C1)NS(=O)(=O)C1=CSC=C1)C1=NNC=C1